NC1=NC=CC=2N1C(=NC2C2CCN(CC2)C(CO)=O)C2=C(C=CC=C2)OC2=CC(=C(C=C2)F)F 1-(4-(5-amino-3-(3-fluoro-4-fluorophenoxyphenyl)imidazo[1,5-c]pyrimidin-1-yl)piperidin-1-yl)-2-hydroxyethan-1-one